ethyl (2R,3S)-3-((methylsulfonyl)amino)-2-(((cis-4-phenylcyclohexyl)oxy)methyl)-piperidine-1-carboxylate CS(=O)(=O)N[C@@H]1[C@@H](N(CCC1)C(=O)OCC)CO[C@@H]1CC[C@@H](CC1)C1=CC=CC=C1